4-(4-((2-(4-aminopiperidin-1-yl)pyrimidin-4-yl)amino)phenyl)-5-methylpyrimidin-2-amine NC1CCN(CC1)C1=NC=CC(=N1)NC1=CC=C(C=C1)C1=NC(=NC=C1C)N